CC1=NNC(=C1C1=CC=C(C2=C1N=CS2)CC)C 4-(3,5-dimethyl-1H-pyrazol-4-yl)-7-ethyl-1,3-benzothiazole